C(#C)C(C)(CC)O 2-ethynylbutan-2-ol